C(=C)C1=CC=C(C=C1)C(F)F 1-ethenyl-4-(difluoromethyl)benzene